ClC=1C(N(N=C(C1C1=C(C=CC=C1F)F)C1=C(C=CC(=C1)OC)Cl)C)=O 4-chloro-6-(2-chloro-5-methoxyphenyl)-5-(2,6-difluorophenyl)-2-methyl-3(2H)-pyridazinone